5-[3-(Difluoromethyl)-4-(6-methylpyridin-3-yl)phenyl]-3,6-dihydro-2H-1,3,4-oxadiazin-2-one FC(C=1C=C(C=CC1C=1C=NC(=CC1)C)C1=NNC(OC1)=O)F